(S)-3-amino-N,2-dimethylpropanamide NC[C@@H](C(=O)NC)C